5-(((2-Ethylbutyl)amino)methyl)-N-(3-((1s,3s)-3-methyl-1-(4-methyl-4H-1,2,4-triazol-3-yl)cyclobutyl)phenyl)-2-oxo-1-(2,2,2-trifluoroethyl)-1,2-dihydropyridine-3-carboxamide C(C)C(CNCC=1C=C(C(N(C1)CC(F)(F)F)=O)C(=O)NC1=CC(=CC=C1)C1(CC(C1)C)C1=NN=CN1C)CC